CC1=C(N=NC(=C1)N[C@H]1CNCCC1)C1=C(C=C(C=C1)C(F)(F)F)O (R)-2-(4-methyl-6-(piperidin-3-ylamino)pyridazin-3-yl)-5-(trifluoromethyl)phenol